FC1(CCC(CC1)[C@H](NC(=O)C=1C(=NOC1)C1(CC1)C(F)(F)F)C=1N=C2N(N=C(C=C2)CC2C(NC[C@@H](C2)C(F)(F)F)=O)C1)F N-((1S)-(4,4-difluorocyclohexyl)(6-(((5R)-2-oxo-5-(trifluoromethyl)piperidin-3-yl)methyl)imidazo[1,2-b]pyridazin-2-yl)methyl)-3-(1-(trifluoromethyl)cyclopropyl)isoxazole-4-carboxamide